Ethyl-6-(trifluoromethyl)piperidin-3-amine C(C)N1CC(CCC1C(F)(F)F)N